BrC1=CC=C(C=C1)\N=N\C1=CC=CC=C1 (E)-1-(4-bromophenyl)-2-phenyldiazene